SCCS(=O)(=O)[O-] 2-Mercaptoethanesulfonate